Methoxymethyl 4-((3-ethyl-4-hydroxy-2,6-dimethylbenzoyl)oxy)-2,3,5,6-tetramethylbenzoate C(C)C=1C(=C(C(=O)OC2=C(C(=C(C(=O)OCOC)C(=C2C)C)C)C)C(=CC1O)C)C